COC(=O)C1(CCC2([C@H](CC3=CC=4OCOC4C=C23)C[C@H](CO)C)CC1)NC1=C(C(=CC=C1)Cl)C (1R,4S,6'S)-4-(3-chloro-2-methylanilino)-6'-[(2R)-3-hydroxy-2-methylpropyl]-6',7'-dihydro-2'H-spiro[cyclohexane-1,5'-indeno[5,6-d][1,3]dioxole]-4-carboxylic acid methyl ester